N1(CCCC1)CC1(CCOCC1)CNC(=O)C1=CC2=C(S1)CCCCCC2 N-[[4-(pyrrolidin-1-ylmethyl)oxan-4-yl]methyl]-4,5,6,7,8,9-hexahydrocycloocta[b]thiophene-2-carboxamide